BrC=1C=C(C=CC1OC)C(C(/C=C/C1=C(C(=O)N)C=CC=C1)(F)F)O[Si](CC)(CC)CC (E)-2-(4-(3-bromo-4-methoxyphenyl)-3,3-difluoro-4-((triethylsilyl)oxy)-1-buten-1-yl)benzamide